OCCN(CCN(CC)CCO)CC di(2-hydroxyethyl)-N,N'-diethylethylenediamine